2-((4-(5-((4-Cyano-2-fluorobenzyl)oxy)-2-fluorophenyl)piperidin-1-yl)methyl)-4-(difluoromethoxy)-1-methyl-1H-benzo[d]imidazole-6-carboxylic acid C(#N)C1=CC(=C(COC=2C=CC(=C(C2)C2CCN(CC2)CC2=NC3=C(N2C)C=C(C=C3OC(F)F)C(=O)O)F)C=C1)F